C(C)(C)NC(O[C@H]1C[C@H](CC1)C1=CC(=NN1)NC(=O)C1=CC(=NN1C)C=1C=NC=CC1C1OCCO1)=O (1R,3S)-3-(3-(3-(4-(1,3-dioxolan-2-yl)pyridin-3-yl)-1-methyl-1H-pyrazole-5-carboxamido)-1H-pyrazol-5-yl)cyclopentyl isopropylcarbamate